CC1=CC=CC(=N1)C=1N=CC=2OCCN(C2N1)C=1C2=C(N=CN1)NC=C2 2-(6-methylpyridin-2-yl)-8-(7H-pyrrolo[2,3-d]pyrimidin-4-yl)-7,8-dihydro-6H-pyrimido[5,4-b][1,4]oxazine